FC=1C=C(C=CC1)N(C1=NC=NC(=C1)C=1C=NC=CC1)C(C)C 4-((3-fluorophenyl)(isopropyl)amino)-6-(pyridin-3-yl)pyrimidin